C[Si](C#CC=1C=CC(=C(O\C(\C(=O)OC)=C/OC)C1)C)(C)C methyl (3Z)-2-[5-(2-trimethylsilylethynyl)-2-methylphenoxy]-3-methoxyacrylate